5-hydroxy-1,3-dimethyl-7-morpholinoquinolin-2(1H)-one OC1=C2C=C(C(N(C2=CC(=C1)N1CCOCC1)C)=O)C